methyltri(glycidyl)silane C[Si](CC1CO1)(CC1CO1)CC1CO1